1-((2-(bis(3-methoxybenzyl)amino)thiazol-4-yl)methyl)-4-methylpiperazin-2-one COC=1C=C(CN(C=2SC=C(N2)CN2C(CN(CC2)C)=O)CC2=CC(=CC=C2)OC)C=CC1